N-[Tricyclo[9.4.0.03,8]pentadeca-1(11),3,5,7,9,12,14-heptaen-2-ylidene]hydroxylamine C1=2C(C3=CC=CC=C3C=CC2C=CC=C1)=NO